toluene-2,4,6-tri-yl triisocyanate CC=1C(=CC(=CC1N=C=O)N=C=O)N=C=O